C(CCCCCCCCCCC)OCCOCCOCCOCC(=O)O 2-[2-[2-(2-dodecoxyethoxy)ethoxy]ethoxy]acetic acid